(E)-3,7-dimethyloct-2,6-dienoic acid methyl ester COC(\C=C(\CCC=C(C)C)/C)=O